mercapto-2-mercaptobenzimidazole SC1=CC=CC=2N=C(NC21)S